O1CC(CC1)CN1CCOC2(CN(C2)C(=O)OC(C)(C)C)C1 tert-Butyl 8-(tetrahydrofuran-3-ylmethyl)-5-oxa-2,8-diazaspiro[3.5]nonane-2-carboxylate